N-(4-Aminophenyl)-3-(4-cyano-3-(trifluoromethyl)phenyl)-2-(trifluoromethyl)oxazolidin-5-carboxamid NC1=CC=C(C=C1)NC(=O)C1CN(C(O1)C(F)(F)F)C1=CC(=C(C=C1)C#N)C(F)(F)F